O[C@@H]1CN(CCC1)CC1=CC(=NC(=C1)C(F)(F)F)N1C(C2=CC(=CC=C2C1)C1(COC1)CC1=NN=CN1C)=O (S)-2-(4-((3-Hydroxypiperidin-1-yl)methyl)-6-(trifluoromethyl)pyridin-2-yl)-6-(3-((4-methyl-4H-1,2,4-triazol-3-yl)methyl)oxetan-3-yl)isoindolin-1-one